ClC1=C(C(=C(C(=C1[2H])[2H])C=1C=C(C(N(N1)C=1C=NN(C1)C)C=O)C(=O)OC)[2H])[2H] methyl 6-(4-chlorophenyl-2,3,5,6-d4)-2-(1-methyl-1H-pyrazol-4-yl)-3-formyl-2,3-dihydropyridazine-4-carboxylate